C(C)(C)(C)OC(=O)N1C2(CC2)CN(CC1)C=1C2=C(N=CN1)NC=C2C2CC2 7-(5-cyclopropyl-7H-pyrrolo[2,3-d]pyrimidin-4-yl)-4,7-diazaspiro[2.5]octane-4-carboxylic acid tert-butyl ester